(5s,7r,8r,9s,10r)-8-hydroxy-7-(hydroxymethyl)-3-methyl-9-(4-(3,4,5-trifluorophenyl)-1H-1,2,3-triazol-1-yl)-1,6-dioxaspiro[4.5]dec-10-ylpyridinium formate C(=O)[O-].O[C@H]1[C@H](O[C@@]2(CC(CO2)C)[C@@H]([C@@H]1N1N=NC(=C1)C1=CC(=C(C(=C1)F)F)F)[N+]1=CC=CC=C1)CO